2-methyl-2-propenoic acid heptadecyl ester C(CCCCCCCCCCCCCCCC)OC(C(=C)C)=O